4-[3-[2,6-Dichloro-4-(8-methyl-3,8-diazabicyclo[3.2.1]octan-3-yl)benzoyl]-2,4-dihydro-1,3-benzoxazin-8-yl]-5-fluoro-2-(3-oxa-8-azabicyclo[3.2.1]octan-8-yl)benzoic acid ClC1=C(C(=O)N2COC3=C(C2)C=CC=C3C3=CC(=C(C(=O)O)C=C3F)N3C2COCC3CC2)C(=CC(=C1)N1CC2CCC(C1)N2C)Cl